ClC1=C(C=C(C=C1)F)C1N(C(C=2C1=C(SC2)[N+](=O)[O-])=O)CC2=CC=C(C=C2)OC 6-(2-Chloro-5-fluorophenyl)-5-(4-methoxybenzyl)-1-nitro-5,6-dihydro-4H-thieno[3,4-c]pyrrole-4-one